CC=1N=C(SC1C)NC(=O)C=1C=C(C=CC1C)NCCOCCC(=O)O 3-(2-((3-((4,5-dimethylthiazol-2-yl)carbamoyl)-4-methylphenyl)amino)ethoxy)propanoic acid